O=C1NC(CCC1N1CC2=CC=C(C(=C2C1=O)F)CNC(OCC=1SC2=C(N1)CCC[C@@H]2C)=O)=O ((S)-7-methyl-4,5,6,7-tetrahydrobenzo[d]thiazol-2-yl)methyl ((2-(2,6-dioxopiperidin-3-yl)-4-fluoro-3-oxoisoindolin-5-yl)methyl)carbamate